CC=1N=CSC1[C@@]1(CC=CC=C1)CCN1C(CCC1)C(=O)N ((S)-(1-(4-methylthiazol-5-yl)phenyl)ethyl)pyrrolidine-2-carboxamide